5-[7-(2-cyclopropylethyl)-1-fluoro-3-hydroxy-5,6,7,8-tetrahydronaphthalen-2-yl]-1λ6,2,5-thiadiazolidine-1,1,3-trione C1(CC1)CCC1CCC=2C=C(C(=C(C2C1)F)N1CC(NS1(=O)=O)=O)O